OC=1C=C2CC[C@H]([C@H](C2=CC1)C1=C(C=C(C=C1)N1CCC(CC1)CN1CCN(CC1)C=1C=C2CN(C(C2=CC1)=O)[C@@H]1C(NC(CC1)=O)=O)C)C1=CC=CC=C1 (S)-3-(5-(4-((1-(4-((1S,2R)-6-hydroxy-2-phenyl-1,2,3,4-tetrahydronaphthalen-1-yl)-3-methylphenyl)piperidin-4-yl)methyl)piperazin-1-yl)-1-oxoisoindolin-2-yl)piperidine-2,6-dione